C(C)(C)[C@@H]1C2=C(C3=CC(C(=CN13)C(=O)OCC)=O)N=C(C=C2)OC ethyl (R)-5-isopropyl-2-methoxy-9-oxo-5,9-dihydropyrido[2,3-a]indolizine-8-carboxylate